C(C)(C)(C)OC(=O)N1CCC2(CC1)CC(C(C(C2)=O)C2=C(C=C(C=C2C)Br)C)=O 9-(4-bromo-2,6-dimethyl-phenyl)-8,10-dioxo-3-azaspiro[5.5]undecane-3-carboxylic acid tert-butyl ester